C1(=CC=CC=C1)C(C#N)CCC1=CC=C(C=C1)C 2-phenyl-4-(p-tolyl)butyronitrile